(R)-2-phenylbutan-1-ol C1(=CC=CC=C1)[C@H](CO)CC